COCC(=O)N1CCN(CC1)CC1=CC(=NC=C1)NC=1SC2=C(N1)C=CC(=C2)C=2C=NNC2C 2-methoxy-1-(4-((2-((6-(5-methyl-1H-pyrazol-4-yl)benzo[d]thiazol-2-yl)amino)pyridin-4-yl)methyl)piperazin-1-yl)ethanone